5-(tetrahydro-2H-pyran-4-yl)-2-furoic acid O1CCC(CC1)C1=CC=C(O1)C(=O)O